N1N=CC2=CC(=CC=C12)NC1=NC(=NC=C1)C1=CC=C2C=C(NC2=C1)C(=O)NC(CO)C 6-(4-((1H-indazol-5-yl)amino)pyrimidin-2-yl)-N-(1-hydroxypropan-2-yl)-1H-indole-2-carboxamide